2-((4-(4-((6-isopropoxypyrazin-2-yl)amino)-3-methylisoxazol-5-yl)phenyl)carbamoyl)cyclohexanecarboxylic acid C(C)(C)OC1=CN=CC(=N1)NC=1C(=NOC1C1=CC=C(C=C1)NC(=O)C1C(CCCC1)C(=O)O)C